NC=1C=C(C=C2C=C(N=CC12)NC(=O)[C@H]1[C@H](C1)F)C=1C(=NC(=CC1)OC)C |r| (±)-cis-N-(8-amino-6-(6-methoxy-2-methylpyridin-3-yl)isoquinolin-3-yl)-2-fluorocyclopropanecarboxamide